C(C)(C)C1=C(C=CC=C1)[C@H]1N(CCN(C1)CC=1C=C2C=CC(OC2=C(C1)OC)(C)C)C1CC2(CN(C2)C2=CC=C(C(=O)N)C=C2)C1 4-(6-((R)-2-(2-isopropylphenyl)-4-((8-methoxy-2,2-dimethyl-2H-chromen-6-yl)methyl)piperazin-1-yl)-2-azaspiro[3.3]heptan-2-yl)benzamide